Methyl (4S)-4-amino-4,5-dihydrofuran-2-carboxylate N[C@H]1C=C(OC1)C(=O)OC